1-[(4-chlorophenyl)methyl]-4-[2-(methoxycarbonyl)pyrrolidin-1-yl]-2-[3-(trifluoromethoxy)phenoxy]-1H-imidazole-5-carboxylic acid methyl ester COC(=O)C1=C(N=C(N1CC1=CC=C(C=C1)Cl)OC1=CC(=CC=C1)OC(F)(F)F)N1C(CCC1)C(=O)OC